4-(1-methylpiperidin-4-yl)phenylamin CN1CCC(CC1)C1=CC=C(C=C1)N